1-tert-butyl 6-chloromethyl hexanedioate C(CCCCC(=O)OCCl)(=O)OC(C)(C)C